C(=CCC)(C(=O)OC)C(=O)[O-] methyl butenedicarboxylate